FC1=C(C(=CC=C1)F)C=1NC2=C(C3=C(N1)C(=NN3)C)C=C(N=C2)N2N=C(C=C2)C(F)(F)F 5-(2,6-difluorophenyl)-3-methyl-9-(3-(trifluoromethyl)-1H-pyrazol-1-yl)-1,6-dihydropyrazolo[4,3-d]pyrido[4,3-f][1,3]diazepine